1-((6-((4-tert-Butylcyclohexyliden)methyl)naphthalen-2-yl)methyl)piperidin C(C)(C)(C)C1CCC(CC1)=CC=1C=C2C=CC(=CC2=CC1)CN1CCCCC1